(4-(5-((4-(6-Bromoimidazo[1,2-a]pyridin-3-yl)pyrimidin-2-yl)amino)pyridin-2-yl)piperazin-1-yl)(furan-2-yl)methanone BrC=1C=CC=2N(C1)C(=CN2)C2=NC(=NC=C2)NC=2C=CC(=NC2)N2CCN(CC2)C(=O)C=2OC=CC2